CC=1C=NC=CC1[C@@H](C1=CC=C(C#N)C=C1)OC1=CC=C2C(CCOC2=C1)=O (R,S)-4-((3-Methylpyridin-4-yl)((4-oxochroman-7-yl)oxy)methyl)benzonitrile